2-((6,7-dichloro-1H-indol-4-yl)oxy)ethanol ClC1=CC(=C2C=CNC2=C1Cl)OCCO